5'-O-(4,4'-dimethoxytrityl)-thymidine-3'-O-succinate COC1=CC=C(C(C2=CC=C(C=C2)OC)(C2=CC=CC=C2)OC[C@@H]2[C@H](C[C@@H](O2)N2C(=O)NC(=O)C(C)=C2)OC(CC(=O)[O-])C(=O)[O-])C=C1